6-chloro-2-(1,4-dimethyl-1H-pyrazol-5-yl)-3-fluoropyridine ClC1=CC=C(C(=N1)C1=C(C=NN1C)C)F